ClC=1C=C(C=C(C1)S(=O)(=O)C)NC(=O)C1=CN(C(=C1)C)C1=NC=CC=C1OCC1CC1 N-(3-chloro-5-(methylsulfonyl)phenyl)-1-(3-(cyclopropylmethoxy)pyridin-2-yl)-5-methyl-1H-pyrrole-3-carboxamide